FC1=CC=C(C=C1)C1=NN2C(CNCC2)=C1C1=CC(=NC=C1)NC(C(C)C)=O N-(4-(2-(4-fluorophenyl)-4,5,6,7-tetrahydropyrazolo[1,5-a]pyrazin-3-yl)pyridin-2-yl)isobutyramide